OC1(CCN(CC1)C(C[C@@H](C)C1=CC=CC=C1)=O)CN1C=NC(=CC1=O)N1[C@H](CCC1)CO 3-((4-hydroxy-1-((R)-3-phenylbutanoyl)piperidin-4-yl)methyl)-6-((R)-2-(hydroxymethyl)pyrrolidin-1-yl)pyrimidin-4(3H)-one